ClC=1C=C2C(=NN1)NCC1N2CCN(C1)C(=O)OC(C)(C)C tert-butyl 2-chloro-5,6,6a,7,9,10-hexahydro-8H-pyrazino[1',2':4,5]pyrazino[2,3-c]pyridazine-8-carboxylate